ClC=1C=CC(=C(C1)C1=NNC=C1C=1N=C2C=C(C=NC2=CC1)NCCN1CCN(CC1)C)F 6-[3-(5-chloro-2-fluoro-phenyl)-1H-pyrazol-4-yl]-N-[2-(4-methylpiperazin-1-yl)ethyl]-1,5-naphthyridin-3-amine